BrC1=CC=C(C=C1)[C@@H](N1CC(C1)O)C1=CC=CC=C1 (S)-1-((4-Bromophenyl)(Phenyl)Methyl)Azetidin-3-Ol